trilauryl trithiophosphate P(=S)(SCCCCCCCCCCCC)(SCCCCCCCCCCCC)OCCCCCCCCCCCC